COC1=CC=CC=2N(C(NC21)=O)C2CCN(CC2)C(=O)NC2=CC(=C(C=C2)C)OC 4-(4-Methoxy-2-oxo-2,3-dihydro-1H-1,3-benzodiazol-1-yl)-N-(3-methoxy-4-methylphenyl)piperidine-1-carboxamide